CN(C)C=C1C(N(CCC1=O)CC(C)(C)C)=O 3-((dimethylamino)methylene)-1-neopentylpiperidine-2,4-dione